C(#N)C1(CCCC1)C1=CC=C(C=C1)NC(=O)C=1C(=NC=CC1)NCC1=CC=NC=C1 N-[4-(1-cyanocyclopentyl)phenyl]-2-(pyridin-4-ylmethylamino)pyridine-3-carboxamide